1-propylpyridin C(CC)N1CC=CC=C1